CC1=NC(=CC(=C1)C=1C=C(C=CC1)C=1N=C(SC1)NC(=O)[C@H]1N(CCC1)C(=O)C1=CN(C(=C1)C)S(=O)(=O)C)C (S)-N-(4-(3-(2,6-dimethylpyridin-4-yl)phenyl)thiazol-2-yl)-1-(5-methyl-1-(methylsulfonyl)-1H-pyrrole-3-carbonyl)pyrrolidine-2-carboxamide